NC(C(CC)(C1=CC=C(C=C1)CC)NC(=O)C=1C=NN2C1C[C@@H](CC2(C)C)C2=CC=CC=C2)=O (5R)-N-(1-amino-2-(4-ethylphenyl)-1-oxobut-2-yl)-7,7-dimethyl-5-phenyl-4,5,6,7-tetrahydropyrazolo[1,5-a]pyridine-3-carboxamide